OCC1=C2C=C(NC2=CC=C1)C(=O)O 4-(hydroxymethyl)-1H-indole-2-carboxylic acid